BrC1=C2CN(C(C2=C(C=C1)F)=O)C1C(NC(CC1)=O)=O 3-(4-bromo-7-fluoro-1-oxoisoindolin-2-yl)piperidine-2,6-dione